2-((5-((3,4-difluorophenyl)amino)-1,3,4-thiadiazol-2-yl)thio)thiazole-5-carbonitrile FC=1C=C(C=CC1F)NC1=NN=C(S1)SC=1SC(=CN1)C#N